(S)-2-((4-(3-(4-Chloro-2-fluorophenyl)-2,3-dihydrobenzo[b][1,4]dioxin-5-yl)piperidin-1-yl)methyl)-4-methoxy-1-methyl-1H-benzo[d]imidazole-6-carboxylic acid ClC1=CC(=C(C=C1)[C@@H]1OC2=C(OC1)C=CC=C2C2CCN(CC2)CC2=NC1=C(N2C)C=C(C=C1OC)C(=O)O)F